rac-N-(3-((2R,4R)-2,4-dimethylpiperidine-1-carbonyl)-6-hydroxy-4,5,6,7-tetrahydrobenzo[b]thiophen-2-yl)nicotinamide C[C@H]1N(CC[C@H](C1)C)C(=O)C=1C2=C(SC1NC(C1=CN=CC=C1)=O)C[C@@H](CC2)O |&1:25|